FC=1C=C(C=CC1)N1N=CC=C(C1=O)C(=O)N 2-(3-fluorophenyl)-3-oxo-2,3-Dihydropyridazine-4-carboxamide